FC1(CC[C@@H](NC1)C1=NN(C=N1)C1=C(C=C(C=N1)NC(CC1=C(C(=CC=C1)C(F)(F)F)F)=O)F)F (R)-N-(6-(3-(5,5-difluoropiperidin-2-yl)-1H-1,2,4-triazol-1-yl)-5-fluoropyridin-3-yl)-2-(2-fluoro-3-(trifluoromethyl)phenyl)acetamide